1-[4-(5-bromo-3-fluoro-2-nitrophenyl)piperazin-1-yl]-2-methylpropan-1-one BrC=1C=C(C(=C(C1)N1CCN(CC1)C(C(C)C)=O)[N+](=O)[O-])F